N1N=NN=C1CN1CCC(CC1)C=1C=C2C(=C(NC2=CC1)C1=CC(=NC=C1F)C)C(C)C 5-(1-((1H-tetrazol-5-yl)methyl)piperidin-4-yl)-2-(5-fluoro-2-methylpyridin-4-yl)-3-isopropyl-1H-indole